4-((1-benzyl-1H-pyrazol-3-yl)(hydroxy)methyl)piperidine-1,4-dicarboxylic acid 1-(tert-butyl) 4-ethyl ester C(C)OC(=O)C1(CCN(CC1)C(=O)OC(C)(C)C)C(O)C1=NN(C=C1)CC1=CC=CC=C1